(R)-2-((1-(2-fluoro-5-((4-oxo-3,4-dihydrophthalazin-1-yl)methyl)benzoyl)pyrrolidin-3-yl)amino)-N,N-dimethylnicotinamide FC1=C(C(=O)N2C[C@@H](CC2)NC2=C(C(=O)N(C)C)C=CC=N2)C=C(C=C1)CC1=NNC(C2=CC=CC=C12)=O